2-O-(benzylaminocarbonyl)-lactic acid C(C1=CC=CC=C1)NC(=O)OC(C(=O)O)C